C(C)(C)(C)C1=CC=C(C=C1)C1=CC=C(C=C1)[C@@H](CC1=CC=C(C(=O)NCCS(=O)(=O)O)C=C1)C(NC1=CC=C(C=C1)C1=C(C=C(C=C1C)C)C)=O.[Na] sodium (R)-2-(4-(2-(4'-(tert-butyl)-[1,1'-biphenyl]-4-yl)-3-oxo-3-((2',4',6'-trimethyl-[1,1'-biphenyl]-4-yl)amino)propyl)benzamido)ethanesulfonic acid